tert-butyl 2-(2-aminoethyl)-2,8-diazaspiro[4.5]decane-8-carboxylate NCCN1CC2(CC1)CCN(CC2)C(=O)OC(C)(C)C